BrC=1C=CC(=NC1)C(CC)OCC(=O)N1CCCC1 2-(1-(5-bromopyridin-2-yl)propoxy)-1-(pyrrolidin-1-yl)ethanone